N,N'-dibenzyl-N,N'-dimethylmethanediamine C(C1=CC=CC=C1)N(CN(C)CC1=CC=CC=C1)C